COC(CCC(N1C(C2=CC=CC(=C2C1)OCC1=CC=C(C=C1)CN1CCC(CC1)(F)F)=O)C(N)=O)=O 4-carbamoyl-4-{4-[4-(4,4-difluoro-piperidin-1-ylmethyl)-benzyloxy]-1-oxo-1,3-dihydro-isoindol-2-yl}-butyric acid methyl ester